4-[3-bromo-5-[(3R)-tetrahydrofuran-3-yl]Sulfonyl-phenyl]Morpholine BrC=1C=C(C=C(C1)S(=O)(=O)[C@H]1COCC1)N1CCOCC1